C1(=CCCCC1)CN(C(C(=O)[O-])C(=O)[O-])C 2-((cyclohex-1-en-1-ylmethyl)(methyl)amino)malonate